BrCCOC[C@@H]1CN(CCO1)C(=O)OC(C)(C)C tert-butyl (2S)-2-(2-bromoethoxymethyl)morpholine-4-carboxylate